ClC1=C(C(F)(F)F)C=CC(=C1)Cl 2,4-dichloro-trifluoro-toluene